1,3-bis-[2-(3,5-dimethyl-4-hydroxyphenyl)-2-propyl]benzene CC=1C=C(C=C(C1O)C)C(C)(C)C1=CC(=CC=C1)C(C)(C)C1=CC(=C(C(=C1)C)O)C